di(sulfophenyl)phenylphosphine Ethyl-2-(((2-(2-(aminomethyl)pyrimidin-5-yl)-4-morpholinothieno[3,2-d]pyrimidin-6-yl)methyl)(methyl)amino)pyrimidine-5-carboxylate C(C)OC(=O)C=1C=NC(=NC1)N(C)CC1=CC=2N=C(N=C(C2S1)N1CCOCC1)C=1C=NC(=NC1)CN.S(=O)(=O)(O)C1=C(C=CC=C1)P(C1=CC=CC=C1)C1=C(C=CC=C1)S(=O)(=O)O